C[C@H]1N(C[C@@H](C1)NC(=O)C=1OC(=CN1)C1=CC(=CC=C1)OC(F)(F)F)C(=O)OC(C)(C)C tert-butyl (2R,4R)-2-methyl-4-(5-(3-(trifluoromethoxy)phenyl)oxazole-2-carboxamido)pyrrolidine-1-carboxylate